(S)-3-(3-methyl-2-oxo-4-(3-((1-(2,2,2-trifluoroacetyl)piperidin-4-yl)oxy)prop-1-yn-1-yl)-2,3-dihydro-1H-benzo[d]imidazol-1-yl)piperidine-2,6-dione CN1C(N(C2=C1C(=CC=C2)C#CCOC2CCN(CC2)C(C(F)(F)F)=O)[C@@H]2C(NC(CC2)=O)=O)=O